C(C1=CC=CC=C1)OC([C@H](C(C)C)N(C(=O)N1CCCOC12CN(C2)C(=O)OC(C)(C)C)C)=O tert-butyl (S)-9-((1-(benzyloxy)-3-methyl-1-oxobutan-2-yl) (methyl) carbamoyl)-5-oxa-2,9-diazaspiro[3.5]nonane-2-carboxylate